N-((4-((4-(cyclopropylamino)cyclohexyl)amino)-3-nitrophenyl)sulfonyl)-2-(3,4-dihydro-2H-pyrrolo[3',2':5,6]pyrido[2,3-b][1,4]oxazepin-1(7H)-yl)benzamide C1(CC1)NC1CCC(CC1)NC1=C(C=C(C=C1)S(=O)(=O)NC(C1=C(C=CC=C1)N1C2=C(OCCC1)N=C1C(=C2)C=CN1)=O)[N+](=O)[O-]